5-bromo-2-[(tert-butoxycarbonyl)(methyl)amino]-1H-benzo[d]imidazole-1-carboxylic acid tert-butyl ester C(C)(C)(C)OC(=O)N1C(=NC2=C1C=CC(=C2)Br)N(C)C(=O)OC(C)(C)C